(1H-imidazol-5-yl)methanone N1C=NC=C1C=O